tert-butyl 1-((3-(4-chlorobenzyl)ureido) methyl)-6-azaspiro[2.5]octane-6-carboxylate ClC1=CC=C(CNC(NCC2CC23CCN(CC3)C(=O)OC(C)(C)C)=O)C=C1